Cl.ClC1=CC2=C(C3=C4C(CCNC4C2)=CC=C3)C=C1 9-chloro-5,6,6a,7-tetrahydro-4H-dibenzo[de,g]quinoline hydrochloride